N-Methylanilin CNC1=CC=CC=C1